[4-[(2R,5S)-5-methyl-2-piperidyl]phenyl]methanol C[C@H]1CC[C@@H](NC1)C1=CC=C(C=C1)CO